methyl 2-{[(4-bromophenyl) (phenyl)methyl] (methyl)amino}-5-methoxy-1-methyl-6-oxo-1,6-dihydropyrimidine-4-carboxylate BrC1=CC=C(C=C1)C(C1=CC=CC=C1)N(C=1N(C(C(=C(N1)C(=O)OC)OC)=O)C)C